gamma-aminopimelic acid NC(CCC(=O)O)CCC(=O)O